N[C@@H](CN1C(N(C(=C(C1=O)C1=C(C(=CC=C1)OC1CCN(CC1)C(=O)C1CC1)F)C)CC1=C(C=CC=C1C(F)(F)F)F)=O)C1=CC=CC=C1 (R)-3-(2-amino-2-phenylethyl)-5-(3-((1-(cyclopropanoyl)piperidin-4-yl)oxy)-2-fluorophenyl)-1-(2-fluoro-6-(trifluoromethyl)benzyl)-6-methylpyrimidine-2,4(1H,3H)-dione